3,6-dithien-2-yl-2,5-bis(2-octyldodecyl)-pyrrolo[3,4-C]pyrrole-1,4-dione S1C(=CC=C1)C=1N(C(C2=C(N(C(C21)=O)CC(CCCCCCCCCC)CCCCCCCC)C=2SC=CC2)=O)CC(CCCCCCCCCC)CCCCCCCC